C(C)(C)(C)C=1C=C(C=C(C1O)C(C)(C)C)NC(C=C)=O N-(3,5-di-tert-butyl-4-hydroxyphenyl)acrylamide